1-(4-methoxyphenyl)-5-(3,4,5-trimethoxybenzylidene)pyrimidine-2,4,6(1H,3H,5H)-trione COC1=CC=C(C=C1)N1C(NC(C(C1=O)=CC1=CC(=C(C(=C1)OC)OC)OC)=O)=O